(chloro(phenoxy)phosphoryl)-L-valine isopropyl ester C(C)(C)OC([C@@H](NP(=O)(OC1=CC=CC=C1)Cl)C(C)C)=O